FC1=C(C(=C2C=CN(C2=C1F)S(=O)(=O)C1=CC=C(C=C1)C)S(=O)(=O)C)OC=1C=CC(=C(C(=N)N)C1)F 5-[6,7-Difluoro-4-methylsulfonyl-1-(p-tolylsulfonyl)indol-5-yl]oxy-2-fluoro-benzamidine